BrC1=CC(=C(C(=C1)N[C@H](C)C1=C(C=C(C=C1)Cl)Cl)N)F (R)-5-bromo-N1-(1-(2,4-dichlorophenyl)ethyl)-3-fluorobenzene-1,2-diamine